C(C)(C)(C)OC(CN1CCN(CC1)C1=C(C=C2C(=NN(C2=C1)C)N1C(NC(CC1)=O)=O)F)=O 2-[4-[3-(2,4-dioxohexahydropyrimidin-1-yl)-5-fluoro-1-methyl-indazol-6-yl]piperazin-1-yl]acetic acid tert-butyl ester